(R)-4-(1-acetyl-4-acryloylpiperazin-2-yl)-6-chloro-N-(2-fluoroethyl)-[2,4'-bipyridine]-2'-carboxamide C(C)(=O)N1[C@@H](CN(CC1)C(C=C)=O)C1=CC(=NC(=C1)Cl)C1=CC(=NC=C1)C(=O)NCCF